(3S,4S)-8-(9-((2,4-difluorophenyl)ethynyl)-7H-imidazo[1,2-c]pyrazolo[4,3-e]pyrimidin-5-yl)-3-methyl-2-oxa-8-azaspiro[4.5]decan-4-amine FC1=C(C=CC(=C1)F)C#CC1=NNC2=C1C=1N(C(=N2)N2CCC3([C@@H]([C@@H](OC3)C)N)CC2)C=CN1